5-((4-(TRIFLUOROMETHOXY)PHENYL)AMINO)-2-(TRIFLUOROMETHYL)-1H-IMIDAZO[4,5-B]PYRAZIN-6-OL FC(OC1=CC=C(C=C1)NC=1N=C2C(=NC1O)NC(=N2)C(F)(F)F)(F)F